FC1=C(C(=CC=C1)F)C=1C(=NC=C(C1)C)C1CC(=NO1)OC1CC(C1)NC(OC(C)(C)C)=O tert-Butyl [(1s,3s)-3-({5-[3-(2,6-difluorophenyl)-5-methylpyridin-2-yl]-4,5-dihydro-1,2-oxazol-3-yl}oxy)cyclobutyl]carbamate